C1(CC1)C([C@@H](C(=O)NC=1C=NN(C1)C(CO)C=1C(NC=C(C1)F)=O)NC(=O)C=1N(N=CC1)C(C)C)C1CC1 N-[(1S)-1-(dicyclopropylmethyl)-2-[[1-[1-(5-fluoro-2-oxo-1H-pyridin-3-yl)-2-hydroxy-ethyl]pyrazol-4-yl]amino]-2-oxo-ethyl]-2-isopropyl-pyrazole-3-carboxamide